C(C1CO1)OCCC[Si](OCC)(C)C γ-glycidoxypropyl-dimethylethoxysilane